Cl.NC[C@@]1(C(NC(N1)=O)=O)C1=C(N=C(S1)C)C |r| rac-5-(aminomethyl)-5-(2,4-dimethyl-1,3-thiazol-5-yl)imidazolidine-2,4-dione hydrochloride